Tert-butyl({[2-({[(5E)-6,10-dimethylundeca-5,9-dien-2-yl]oxy}methyl)prop-2-en-1-yl]oxy})diphenylsilane C(C)(C)(C)[Si](C1=CC=CC=C1)(C1=CC=CC=C1)OCC(=C)COC(C)CC\C=C(\CCC=C(C)C)/C